tert-butyl (4-(1-(2-methyl-5-((1-methylazetidin-2-yl)methoxy) benzamido)cyclopropyl)naphthalen-2-yl)carbamate CC1=C(C(=O)NC2(CC2)C2=CC(=CC3=CC=CC=C23)NC(OC(C)(C)C)=O)C=C(C=C1)OCC1N(CC1)C